benzotriazol-1-yloxyTripyrrolidinylphosphonium hexafluorophosphate F[P-](F)(F)(F)(F)F.N1(N=NC2=C1C=CC=C2)O[P+](N2CCCC2)(N2CCCC2)N2CCCC2